3-(8-amino-2-(hydroxy(phenyl)methyl)-5-(pyrimidin-4-yl)-[1,2,4]triazolo[1,5-a]pyrazin-6-yl)benzonitrile NC=1C=2N(C(=C(N1)C=1C=C(C#N)C=CC1)C1=NC=NC=C1)N=C(N2)C(C2=CC=CC=C2)O